The molecule is a diterpene alkaloid that is 6,18:14,16-diepoxypimar-7-en-18-one substituted by a hydroxy group at position 3 and a dimethyl amino group at position 15. It is isolated from Icacina guessfeldtii. It has a role as a metabolite. It is a diterpene lactone, a pimarane diterpenoid, a tertiary amino compound and a diterpene alkaloid. C[C@]12CC[C@@H]([C@]3([C@@H]1[C@@H](C=C4C2CCC5(C4OCC5N(C)C)C)OC3=O)C)O